C(C)(C)(C)NC(C)(C)C di-tertbutylamine